FC=1C=CC(=C(OCCC=2C(=NN(C2C)C)C(=O)N(C)C)C1)C=1C=CC=2N(C1)C(=CN2)CNC 4-[2-(5-fluoro-2-{3-[(methylamino)methyl]imidazo[1,2-a]pyridin-6-yl}phenoxy)ethyl]-N,N,1,5-tetramethyl-1H-pyrazole-3-carboxamide